NCCN1N=C(C(=C1)NC(=O)C1=CN=C2N1N=CC=C2)C2=C(C=CC(=C2)Cl)OC(F)F N-[1-(2-aminoethyl)-3-[5-chloro-2-(difluoromethoxy)phenyl]-1H-pyrazol-4-yl]imidazo[1,2-b]pyridazine-3-carboxamide